(3'R,7a'S)-3'-phenyltetrahydro-5'H-spiro[piperidine-4,6'-pyrrolo[2,1-b]oxazol]-5'-one C1(=CC=CC=C1)[C@H]1N2[C@@H](OC1)CC1(C2=O)CCNCC1